FC1=C(C(=CC=C1)F)C=1SC=2C=NC(=CC2N1)NC1=NC(=C(C=C1)N1CCOCC1)C(C)N(C)C N-[2-(2,6-Difluorophenyl)-[1,3]thiazolo[5,4-c]pyridin-6-yl]-6-[1-(dimethylamino)ethyl]-5-(morpholin-4-yl)pyridin-2-amine